C(#N)C1(CCC(CC1)C(=O)O)C1=CC(=C(C=C1)OC)OC1CCCC1 4-Cyano-4-(3-cyclopentyloxy-4-methoxyphenyl)cyclohexane-1-carboxylic acid